4-(3-aminobut-1-yn-1-yl)-2-(trifluoromethyl)-benzonitrile NC(C#CC1=CC(=C(C#N)C=C1)C(F)(F)F)C